N1(CCOCC1)C=1C2=C(N=CN1)N(C(=C2)C2=CC=C(C=C2)NC(=O)[C@H]2CN(CC2)C2CN(CCC2)C(=O)OC(C)(C)C)COCC[Si](C)(C)C tert-butyl 3-[(3R)-3-({4-[4-(morpholin-4-yl)-7-{[2-(trimethylsilyl)ethoxy]methyl}-7H-pyrrolo[2,3-d]pyrimidin-6-yl]phenyl}carbamoyl)pyrrolidin-1-yl]piperidine-1-carboxylate